COC(=O)C=1C=C2N(CCCC(C2)O)C1 8-hydroxy-6,7,8,9-tetrahydro-5H-pyrrolo[1,2-a]Azepine-2-carboxylic acid methyl ester